2-METHYL-1H-INDOLE-4-CARBALDEHYDE CC=1NC=2C=CC=C(C2C1)C=O